CN(C1=NC(=CC2=CC=CC=C12)C1=CC=C(C=C1)N)C N,N-dimethyl-3-(p-aminophenyl)isoquinolin-1-amine